4-(4-hydroxy-2-methylpyrido[3,4-d]pyrimidin-6-yl)-1,4lambda5-azaphosphinan-4-one hydrogen chloride Cl.OC=1C2=C(N=C(N1)C)C=NC(=C2)P2(CCNCC2)=O